CN1N=C(C=C1)C(O)([2H])[2H] (1-methyl-1H-pyrazol-3-yl)methan-d2-ol